N-(8'-(3-hydroxyazetidin-1-yl)-4'H-spiro[cyclopropane-1,5'-naphtho[2,1-d]isoxazol]-3'-yl)-2-methoxy-4-(methylsulfonyl)benzenesulfonamide OC1CN(C1)C1=CC=C2C3(CC=4C(=NOC4C2=C1)NS(=O)(=O)C1=C(C=C(C=C1)S(=O)(=O)C)OC)CC3